COC(=O)C1CCC2(CCC3=CC=C(C=C23)S[Si](C(C)C)(C(C)C)C(C)C)CC1 6'-{[tris(propan-2-yl)silyl]thio}-2',3'-dihydrospiro[cyclohexane-1,1'-indene]-4-carboxylic acid methyl ester